α-(diacetyloxy-methyl-silyloxy)-isobutanenitrile C(C)(=O)O[Si](OC(C#N)(C)C)(C)OC(C)=O